6-(4-((1H-indazol-5-yl)amino)pyrimidin-2-yl)-N-cyclopropyl-benzo[b]thiophene-2-carboxamide N1N=CC2=CC(=CC=C12)NC1=NC(=NC=C1)C=1C=CC2=C(SC(=C2)C(=O)NC2CC2)C1